4-methoxybenzoylmalonic acid di(2-ethylhexyl) ester C(C)C(COC(C(C(=O)OCC(CCCC)CC)C(C1=CC=C(C=C1)OC)=O)=O)CCCC